N-[1-(4-cyano-3,6-dimethyl-2-tetrahydropyran-4-yl-8-quinolyl)ethylidene]-2-methyl-propane-2-sulfinamide C(#N)C1=C(C(=NC2=C(C=C(C=C12)C)C(C)=NS(=O)C(C)(C)C)C1CCOCC1)C